FC1=C(C=CC=C1)S(=O)(=O)NC1=NC=NC=C1 2-fluoro-N-pyrimidin-4-yl-benzenesulfonamide